C(C)N(CCNC(C=C)=O)CC N-[2-(Diethylamino)ethyl]acrylamid